C(C)(=O)NC1=CC=C(C=C)C=C1 (Z)-4-acetamido-styrene